N1C=CC2=CC(=CC=C12)NC1=NC2=CC(=CC=C2C=N1)C(F)(F)F N-(1H-indol-5-yl)-7-(trifluoromethyl)quinazolin-2-amine